NCC1=NNC(C2=CC=C(C=C12)C1=CN=CN1CC1=CC=CC=C1)=O 4-(aminomethyl)-6-(1-benzyl-1H-imidazol-5-yl)phthalazin-1(2H)-one